CC=1OC=CC(C1OC(C1=C(C=CC=C1)OC(C)=O)=O)=O 2-(acetoxy)benzoic acid 2-methyl-4-oxo-4H-pyran-3-yl ester